6-cyano-2-(1H-imidazol-1-yl)-N-(pyridin-3-yl)pyrimidine-4-carboxamide C(#N)C1=CC(=NC(=N1)N1C=NC=C1)C(=O)NC=1C=NC=CC1